C(C1CO1)OC1=C(C2=CC(=CC=C2C=C1)OCC1CO1)CC1=C(C=CC2=CC=C(C=C12)OCC1CO1)OCC1CO1 bis(2,7-diglycidyl-oxynaphthalen-1-yl)methane